The molecule is an anabolic steroid that differs from testosterone by having a 1,2-double bond instead of a 4,5-double bond in its A ring. A potent androgen with anabolic properties, it was legally sold as a prohormone in the U.S.A. until 2005, when it was reclassified as a Schedule III drug. It has a role as an anabolic agent. It is an anabolic androgenic steroid, a 17beta-hydroxy steroid and a 3-oxo-Delta(1) steroid. C[C@]12CC[C@H]3[C@H]([C@@H]1CC[C@@H]2O)CC[C@@H]4[C@@]3(C=CC(=O)C4)C